(Z)-2',4'-Dihydroxy-4-benzoyloxychalcone OC1=C(C(\C=C/C2=CC=C(C=C2)OC(C2=CC=CC=C2)=O)=O)C=CC(=C1)O